C[C@H]1CN(CCN1)C(=O)OC(C)(C)C (S)-4-N-boc-2-methylpiperazine